FC=1C=C(C=CC1F)C=1C(=NC=CC1C1=NC2=C(N1[C@@H]1CC[C@H](CC1)OC)C=CC(=C2)C=2C(=NOC2C)C)OC 4-(2-(3-(3,4-difluorophenyl)-2-methoxypyridin-4-yl)-1-((trans)-4-methoxycyclohexyl)-1H-benzo[d]imidazole-5-yl)-3,5-dimethylisoxazole